3-chloro-5-(2-{3-[(4-methanesulfonylphenoxy)methyl]-4-methylpyrrolidin-1-yl}ethyl)benzonitrile ClC=1C=C(C#N)C=C(C1)CCN1CC(C(C1)C)COC1=CC=C(C=C1)S(=O)(=O)C